ethyl-1,4-butanediol C(C)C(CCCO)O